COC(=O)C1=C(C=NN1C)Br methyl-4-bromo-1-methyl-1H-pyrazole-5-carboxylate